FC1(CCC(CC1)C=1C=2N(N=C(C1)[C@H]1C[C@H](OCC1)C1=CC(=NC=C1)C)C(C(=C(N2)C)C)=O)F 9-(4,4-difluorocyclohexyl)-2,3-dimethyl-7-[(2S,4R)-2-(2-methyl-4-pyridyl)tetrahydropyran-4-yl]pyrimido[1,2-b]pyridazin-4-one